10E-heptadecenal C(C=CCCCCCCCCCCCCCC)=O